C1(CC1)N1N=CC=2C(=NC(=CC21)C#N)C=2N(C=C(N2)C2=CC(=NN2CCCOC)C)C 1-cyclopropyl-4-{4-[1-(3-methoxypropyl)-3-methyl-1H-pyrazol-5-yl]-1-methyl-1H-imidazol-2-yl}-1H-pyrazolo[4,3-c]pyridine-6-carbonitrile